N-(1-(4-aminobenzyl)-1H-pyrazol-4-yl)-5-chloro-4-(1-(benzenesulfonyl)-1H-indol-3-yl)pyrimidin-2-amine NC1=CC=C(CN2N=CC(=C2)NC2=NC=C(C(=N2)C2=CN(C3=CC=CC=C23)S(=O)(=O)C2=CC=CC=C2)Cl)C=C1